N1C=NC2=C1C=CC=C2N2CC(CC2)N(C)C 1-(1H-benzo[d]imidazol-4-yl)-N,N-dimethyl-pyrrolidin-3-amine